COC(C1=NC(=CC=C1)NC1=NC=CC(=C1)OC1=C(N=C(S1)C1CC1)C1=CC=CC=C1)=O 6-((4-((2-cyclopropyl-4-phenylthiazol-5-yl)oxy)pyridin-2-yl)amino)picolinic acid methyl ester